[1,4]Oxazine-2,3(4H)-dione O1C(C(NC=C1)=O)=O